2-Fluoro-5-[5-[4-[(3S)-1-(3-fluoropropyl)pyrrolidin-3-yl]oxyphenyl]-8-hydroxy-2,3-dihydro-1-benzothiepin-4-yl]-N-methoxybenzamid FC1=C(C(=O)NOC)C=C(C=C1)C=1CCSC2=C(C1C1=CC=C(C=C1)O[C@@H]1CN(CC1)CCCF)C=CC(=C2)O